C1(CC1)OC=1C=C(C(=NC1)C(NC(NC1=NC=CC=C1C)=S)=N)C(F)(F)F 5-cyclopropoxy-N-((3-methylpyridin-2-yl)carbamothioyl)-3-(trifluoromethyl)picolinimidamide